2-(7-((2S,5R)-4-(1-(4-fluoro-3-(methoxymethyl)phenyl)ethyl)-2,5-dimethylpiperazin-1-yl)-4-methyl-5-oxo-4,5-dihydro-2H-pyrazolo[4,3-b]pyridin-2-yl)acetonitrile FC1=C(C=C(C=C1)C(C)N1C[C@@H](N(C[C@H]1C)C=1C=2C(N(C(C1)=O)C)=CN(N2)CC#N)C)COC